(4-((pyridine-3-ylmethyl)amino)quinazolin-2-yl)phenol N1=CC(=CC=C1)CNC1=NC(=NC2=CC=CC=C12)C1=C(C=CC=C1)O